NC(CC[C@@H](C1=CC=CC=C1)NC(=O)N1CC2=CC(=CC(=C2CC1)C1=CC=C(C=C1)C(F)(F)F)C=1OC=CN1)=O (S)-N-(4-Amino-4-oxo-1-phenylbutyl)-7-(oxazol-2-yl)-5-(4-(trifluoromethyl)phenyl)-3,4-dihydroisoquinoline-2(1H)-carboxamide